tert-butyl 3-((7-bromo-6-chloro-8-fluoro-2-methoxy-3-nitroquinolin-4-yl)amino)pyrrolidine-1-carboxylate BrC1=C(C=C2C(=C(C(=NC2=C1F)OC)[N+](=O)[O-])NC1CN(CC1)C(=O)OC(C)(C)C)Cl